tert-butyl (S)-3-(3-methoxy-4-((6S,8R)-8-methyl-2-oxo-7-(2,2,2-trifluoroethyl)-3-triphenylmethyl-2,3,6,7,8,9-hexahydrooxazolo[5,4-f]isoquinolin-6-yl)phenoxy)pyrrolidine-1-carboxylate COC=1C=C(O[C@@H]2CN(CC2)C(=O)OC(C)(C)C)C=CC1[C@H]1N([C@@H](CC2=C3C(=CC=C12)N(C(O3)=O)C(C3=CC=CC=C3)(C3=CC=CC=C3)C3=CC=CC=C3)C)CC(F)(F)F